C(C)C1=C(C(=C(C(=C1CC)OCCC)C)CC)O 2,3,6-triethyl-5-methyl-4-propoxyphenol